FC(C1=CC(=C(N)C=C1Cl)Cl)(F)F 4-trifluoromethyl-2,5-dichloroaniline